N[C@H](C(=O)O)CC1=C(C=CC=C1)[N+](=O)[O-] (2S)-2-amino-3-(2-nitrophenyl)propanoic acid